N-methyl-5-(2-(3-((4-oxo-3,4-dihydroquinazolin-2-yl)methyl)piperidin-1-yl)ethoxy)picolinamide CNC(C1=NC=C(C=C1)OCCN1CC(CCC1)CC1=NC2=CC=CC=C2C(N1)=O)=O